5β-cholestanone C[C@H](CCCC(C)C)[C@H]1CC[C@@H]2[C@@]1(CC[C@H]3[C@H]2CC[C@H]4[C@@]3(CCC(=O)C4)C)C